COC1=CC(=C(C=C1[N+](=O)[O-])NC(=O)C=1C=CC(=C(C1)NC(=O)C1=CN=CN1C)C)N1CCOCC1 N-{5-[(4-methoxy-2-morpholin-4-yl-5-nitrophenyl)carbamoyl]-2-methylphenyl}-1-methyl-1H-imidazole-5-carboxamide